nonaethylene glycol azide [N-]=[N+]=[N-].C(COCCOCCOCCOCCOCCOCCOCCOCCO)O